NC1=NC(=CC(=N1)N1CCC2(C[C@H](NC2)C(=O)O)CC1)O[C@@H](C(F)(F)F)C1=C(C=C(C=C1)Cl)C=1CCCCC1 (S)-8-(2-amino-6-((R)-1-(5-chloro-2',3',4',5'-tetrahydro-[1,1'-biphenyl]-2-yl)-2,2,2-trifluoroethoxy)pyrimidin-4-yl)-2,8-diazaspiro[4.5]decane-3-carboxylic acid